FC([C@H](OC1=NN(C2=NN=C(C=C21)C=2C(NC(NC2)=O)=O)C)C2=NC=CC=C2)F 5-[3-[(1R)-2,2-difluoro-1-(2-pyridyl)ethoxy]-1-methyl-pyrazolo[3,4-c]pyridazin-5-yl]-1H-pyrimidine-2,4-dione